3-methoxy-4-phenoxybenzene COC=1C=CC=CC1OC1=CC=CC=C1